4,6-diphenyl-2-(piperidin-1-yl)pyridine-3-carbonitrile C1(=CC=CC=C1)C1=C(C(=NC(=C1)C1=CC=CC=C1)N1CCCCC1)C#N